6-(benzyloxy)-7-methylpyrazolo[1,5-a]pyrimidine-5-carboxylic acid C(C1=CC=CC=C1)OC=1C(=NC=2N(C1C)N=CC2)C(=O)O